2-(2-OXO-3,4-DIHYDROQUINOLIN-1(2H)-YL)-N-(5-(PYRIDIN-2-YL)-4H-1,2,4-TRIAZOL-3-YL)ACETAMIDE O=C1N(C2=CC=CC=C2CC1)CC(=O)NC1=NN=C(N1)C1=NC=CC=C1